4-{[1-(cyanoacetyl)piperidin-2-yl]methoxy}-6-(prop-2-yloxy)quinoline-7-carboxamide C(#N)CC(=O)N1C(CCCC1)COC1=CC=NC2=CC(=C(C=C12)OC(C)C)C(=O)N